[I-].[I-].[I-].[I-].NCCNCCN diethylenetriamine tetraiodide